N-[[6-(3-isobutyl-1H-pyrazole-5-carbonyl)-6-azaspiro[2.5]octan-2-yl]methyl]furo[2,3-c]pyridine-2-carboxamide C(C(C)C)C1=NNC(=C1)C(=O)N1CCC2(C(C2)CNC(=O)C2=CC=3C(=CN=CC3)O2)CC1